6-benzyl-3-(4-chlorophenyl)-5-methylpyrazolo[1,5-a]pyrimidine C(C1=CC=CC=C1)C=1C(=NC=2N(C1)N=CC2C2=CC=C(C=C2)Cl)C